(7-bromo-4-oxo-3,4-dihydroquinazolin-6-yl)oxygen BrC1=C(C=C2C(NC=NC2=C1)=O)[O]